3-(3-(4-((1-methyl-1H-pyrazol-4-yl)methyl)benzyl)isoxazol-5-yl)pyridin-2-amine CN1N=CC(=C1)CC1=CC=C(CC2=NOC(=C2)C=2C(=NC=CC2)N)C=C1